6-(sec-butyl)-2-methyl-2,3-dihydro-1H-inden-1-one C(C)(CC)C1=CC=C2CC(C(C2=C1)=O)C